C(C)(C)(C)OC(=O)N1[C@H](CN(CC1)C=1C=C(C=2N(C(N=C(N2)C=2C=C(C=3N(C2)C=C(N3)C)F)=O)C1)C)C (S)-4-(2-(8-fluoro-2-methylimidazo[1,2-a]pyridin-6-yl)-9-methyl-4-oxo-4H-pyrido[1,2-a][1,3,5]triazin-7-yl)-2-methylpiperazine-1-carboxylic acid tert-butyl ester